tert-butyl (7-bromo-[1,2,4]triazolo[1,5-a]pyridin-2-yl)(tert-butoxycarbonyl)-carbamate BrC1=CC=2N(C=C1)N=C(N2)N(C(OC(C)(C)C)=O)C(=O)OC(C)(C)C